(R)-N-((R)-8-(5-((2-amino-3-chloropyridin-4-yl)thio)-6-methylpyrazin-2-yl)-8-azaspiro[4.5]decan-1-yl)-2-methylpropane-2-sulfinamide NC1=NC=CC(=C1Cl)SC=1N=CC(=NC1C)N1CCC2(CCC[C@H]2N[S@](=O)C(C)(C)C)CC1